difluorospiro[3.3]heptan FC1CC2(CC(C2)F)C1